(S)-2-((tert-butoxycarbonyl)(ethyl)amino)pent-4-enoic acid C(C)(C)(C)OC(=O)N([C@H](C(=O)O)CC=C)CC